ClC1=C(OC2=C(C=C(C=C2)C(C)(C)O)C=2C3=C(C(N(C2)C)=C=O)NC(=C3)C(=O)NCC)C(=CC(=C1)C1CC1)C 4-(2-(2-chloro-4-cyclopropyl-6-methylphenoxy)-5-(2-hydroxypropan-2-yl)phenyl)-N-ethyl-6-methyl-7-carbonyl-6,7-dihydro-1H-pyrrolo[2,3-c]pyridine-2-carboxamide